C1(=CC=CC=C1)C=1N=C(N=NC1C1=CC=CC=C1)NC(N(N=CC=CC1=CC=CC=C1)C1=CC=CC=C1)=S 3-Phenylacrylaldehyde N'-(5,6-diphenyl-1,2,4-triazin-3-yl)-N-phenylthiosemicarbazone